OC1=CC=NC2=C3N=CC=C(C3=CC=C12)O 4,7-dihydroxyl-1,10-phenanthroline